C1(=CC=CC2=CC=CC=C12)OC1(CC(=CC=C1)N)N 1-(1-naphthoxy)m-phenylenediamine